(pyridine-2-carbonylamino)-4-tetrahydronaphthalen-2-yl-thiophene-3-carboxylic acid N1=C(C=CC=C1)C(=O)NC=1SC=C(C1C(=O)O)C1CC2=CC=CC=C2CC1